C(CCC)C1=C(C(=C(C(=N1)O)S(=O)(=O)C1=CC=C(C=C1)C1=C(C(=NC=C1)F)C)O)N1C(CCC2=CC=CC=C12)C 6-butyl-3-((4-(2-fluoro-3-methylpyridin-4-yl)phenyl)sulfonyl)-5-(2-methyl-3,4-dihydroquinolin-1(2H)-yl)pyridine-2,4-diol